1-Benzyl-5-(2-(methylsulfonyl)-6-(trifluoromethyl)pyrimidin-4-yl)pyridin-2(1H)-one C(C1=CC=CC=C1)N1C(C=CC(=C1)C1=NC(=NC(=C1)C(F)(F)F)S(=O)(=O)C)=O